N-[1-[1-(2,6-dioxo-3-piperidinyl)-3-methyl-2-oxo-benzimidazol-5-yl]-4-piperidinyl]-N-methyl-carbamic acid tert-butyl ester C(C)(C)(C)OC(N(C)C1CCN(CC1)C1=CC2=C(N(C(N2C)=O)C2C(NC(CC2)=O)=O)C=C1)=O